dihydroapigenin O1C(CC(=O)C=2C(O)=CC(O)=CC12)C1=CC=C(O)C=C1